1,1-bis(4-(di-p-tolylamino)phenyl)ethylene C1(=CC=C(C=C1)N(C1=CC=C(C=C1)C(=C)C1=CC=C(C=C1)N(C1=CC=C(C=C1)C)C1=CC=C(C=C1)C)C1=CC=C(C=C1)C)C